2-[4-(2-hydroxyethyl)benzyl]phenyl β-D-glucopyranoside O([C@H]1[C@H](O)[C@@H](O)[C@H](O)[C@H](O1)CO)C1=C(C=CC=C1)CC1=CC=C(C=C1)CCO